C1(=CC(=CC(=C1)C1=CC=CC=C1CCl)C1=CC=CC=C1CCl)C1=CC(=CC(=C1)C1=CC=CC=C1CCl)C1=CC=CC=C1CCl 3,5,3',5'-biphenyltetrabenzyl chloride